ClC=1C(=C(C(=CC1)F)C(C(=O)O)(F)F)OC 2-(3-chloro-6-fluoro-2-methoxyphenyl)-2,2-difluoroacetic acid